FC(S(=O)(=O)[O-])(F)F.OC=1C=CC=C2C(=CC=NC12)C=CC1=[N+](C2=C(C=CC=C2C=C1)OC)C 2-[2-(8-Hydroxyquinolin-4-yl)-vinyl]-8-methoxy-1-methylquinolinium trifluoromethanesulfonate